NC1=C2C(=NC=N1)N(N=C2C2=CC=C(C=C2)OC2=CC=CC=C2)C2CCNCC2 4-[4-amino-3-(4-phenoxyphenyl)pyrazolo[3,4-d]pyrimidin-1-yl]piperidin